(S)-4-((1-(4-(2'-chloro-[2,4'-bipyridinyl]-4-yl)-2,5-difluorophenyl)ethyl)amino)-2-ethyl-2,3-dihydro-1H-pyrrolo[3,4-c]pyridin-1-one ClC1=NC=CC(=C1)C1=NC=CC(=C1)C1=CC(=C(C=C1F)[C@H](C)NC1=NC=CC2=C1CN(C2=O)CC)F